C(C1=CC=CC=C1)C(C#N)C=O 2-benzyl-3-oxopropanenitrile